C(C)(C)(C)OC=1C=C(C=C(C1OC)OC)/C=C/C(=O)C=1C=C(OCC(=O)OC(C)(C)C)C=CC1 tert-butyl (E)-2-(3-(3-(3-(tert-butoxy)-4,5-dimethoxyphenyl)acryloyl)phenoxy)acetate